Cl.N[C@H](C(=O)O)CC1=CC=C(C=C1)C1=CSC2=C1N=CN=C2O[C@@H](C(F)(F)F)C2=C(C=C(C=C2)Cl)N2N=C(C=C2)C (S)-2-amino-3-(4-(4-((R)-1-(4-chloro-2-(3-methyl-1H-pyrazol-1-yl)phenyl)-2,2,2-trifluoroethoxy)thieno[3,2-d]pyrimidin-7-yl)phenyl)propanoic acid hydrochloride